Dimethyl 4,4'-(ethyne-1,2-diyl)bis(2-hydroxybenzoate) C(#CC1=CC(=C(C(=O)OC)C=C1)O)C1=CC(=C(C(=O)OC)C=C1)O